2-(2-ethylbenzoyl)azobenzene C(C)C1=C(C(=O)C2=C(C=CC=C2)N=NC2=CC=CC=C2)C=CC=C1